2-chloro-3-fluoro-4-(8-methoxynaphthalen-1-yl)pyridine tert-butyl-(4-methylpyridin-2-yl)carbamate C(C)(C)(C)N(C(O)=O)C1=NC=CC(=C1)C.ClC1=NC=CC(=C1F)C1=CC=CC2=CC=CC(=C12)OC